COC(N(C1(C(OC2=CC=CC=C2C1=O)=O)C)O)=O hydroxy(3-methyl-2,4-dioxochroman-3-yl)carbamic acid methyl ester